bis(3,5-di-tert-butyl-4-hydroxy-benzyl) sulfide C(C)(C)(C)C=1C=C(CSCC2=CC(=C(C(=C2)C(C)(C)C)O)C(C)(C)C)C=C(C1O)C(C)(C)C